CN1C=C(C2=CC=CC=C12)[C@]([C@](C=O)(O)[N+](=O)[O-])(O)[C@H](O)[C@H](O)CO 3-(1-methyl-3-indolyl)-2-nitroglucose